CC(C)C[C@@H](C(=O)N[C@@H](CC(=O)N)C(=O)N[C@@H](CC1=CN=CN1)C(=O)O)N The molecule is a tripeptide composed of L-leucine, L-asparagine and L-histidine joined in sequence by peptide linkages. It has a role as a metabolite. It derives from a L-leucine, a L-asparagine and a L-histidine.